FC=1C=CC=C2C(=C(NC12)C1=CC=C(C=C1)F)C(=O)OC methyl 7-fluoro-2-(4-fluorophenyl)-1H-indole-3-carboxylate